OC1=CC=C2NC=C(C[C@H](N)C(=O)OC([C@@H](N)CC3=CNC4=CC=C(C=C34)O)=O)C2=C1 5-hydroxytryptophane-Anhydride